BrC1=NC(=CC(=C1OCOC)C1=CC(=C(C=C1)N1C(N(C=C1)C)=O)F)C 1-(4-(2-bromo-3-(methoxymethoxy)-6-methylpyridin-4-yl)-2-fluorophenyl)-3-methyl-1,3-dihydro-2H-imidazol-2-one